methyl 6-(4-cyclopropyl-1H-imidazol-1-yl)-2-naphthoate C1(CC1)C=1N=CN(C1)C=1C=C2C=CC(=CC2=CC1)C(=O)OC